CCCCCCCCCCCCCC(=O)OC1=CC2=CC=CC=C2C=C1 The molecule is a tetradecanoate ester obtained by formal condensation of the carboxy group of tetradecanoic acid with the hydroxy group of 2-naphthol. It has a role as a chromogenic compound. It is a tetradecanoate ester, a member of naphthalenes and an aromatic ester. It derives from a 2-naphthol.